amidylacrylic acid [NH-]C(C(=O)O)=C